tert-butyl (7-fluoro-4-(4,4,5,5-tetramethyl-1,3,2-dioxaborolan-2-yl)benzo[d]thiazol-2-yl)carbamate FC1=CC=C(C=2N=C(SC21)NC(OC(C)(C)C)=O)B2OC(C(O2)(C)C)(C)C